BrC1=C(CBr)C=CC(=C1)F 2-bromo-4-fluorobenzyl bromide